4-(5-(1-(2-amino-2-oxoethyl)piperidin-4-yl)-2-(7,8-dimenthyl-[1,2,4]triazolo[1,5-a]pyridin-6-yl)-3-isopropyl-1H-indol-1-yl)-4-oxobutyl dihydrogen phosphate P(=O)(OCCCC(=O)N1C(=C(C2=CC(=CC=C12)C1CCN(CC1)CC(=O)N)C(C)C)C=1C(=C(C=2N(C1)N=CN2)C2CC(CCC2C(C)C)C)C2CC(CCC2C(C)C)C)(O)O